ethyl 6-tert-butyl-9-[2-(cyclopropoxymethyl) thiazol-5-yl]-10-methoxy-2-oxo-6,7-dihydro-2H-pyrido[2,1-a]isoquinoline-3-carboxylate C(C)(C)(C)C1N2C(C3=CC(=C(C=C3C1)C1=CN=C(S1)COC1CC1)OC)=CC(C(=C2)C(=O)OCC)=O